C(#N)/C(/C(=O)NC=1SC(=NN1)C=1SC=CC1)=C\C1=C(C=CC=C1)NS(=O)(=O)C1=CC(=CC=C1)NC(C)=O (E)-2-cyano-3-((3-acetamidobenzenesulfonamido)phenyl)-N-(5-(thiophene-2-yl)-1,3,4-thiadiazol-2-yl)acrylamide